ClC1=CC=C(C=C1)S(=O)(=O)[C@@H]1[C@H]([C@H]([C@@H](C1)N1C=CC\2=C1NC=N/C2=N/N)O)O (1S,2S,3S,5R)-3-((4-chlorophenyl)sulfonyl)-5-((E)-4-hydrazineylidene-1,4-dihydro-7H-pyrrolo[2,3-d]pyrimidin-7-yl)cyclopentane-1,2-diol